dihydro-2H-pyrazolo[4,3-b]pyridin N1NCC2=NC=CC=C21